tert-butyl 4-[4-[3-[(4-methoxyphenyl)methyl]-2,4-dioxo-hexahydropyrimidin-1-yl]-8-isoquinolyl]piperidine-1-carboxylate COC1=CC=C(C=C1)CN1C(N(CCC1=O)C1=CN=CC2=C(C=CC=C12)C1CCN(CC1)C(=O)OC(C)(C)C)=O